N-(4-((1r,4s)-4-aminocyclohexyl)butyl)-2-methyl-4-(4-(trifluoromethyl)piperidin-1-yl)aniline NC1CCC(CC1)CCCCNC1=C(C=C(C=C1)N1CCC(CC1)C(F)(F)F)C